FC(C=1C(=C(C=CC1)C(C)NS(=O)C(C)(C)C)F)(C1=CC=NC=C1)F N-(1-(3-(difluoro(pyridin-4-yl)methyl)-2-fluorophenyl)ethyl)-2-methylpropane-2-sulfinamide